NC1=NC=CC=C1C1=NC=2C(=NC(=CC2)C(C)C)N1C1=CC=C(C=C1)C1CN(C1)CC1=CC=C(C(=O)OC)C=C1 methyl 4-((3-(4-(2-(2-aminopyridin-3-yl)-5-isopropyl-3H-imidazo[4,5-b]pyridin-3-yl)phenyl)azetidin-1-yl)methyl)benzoate